COC(=O)C1=CC=2N(C=C1)N=CC2 pyrazolo[1,5-a]pyridine-5-carboxylic acid methyl ester